4-((1R,5S)-3,8-diazabicyclo[3.2.1]octan-3-yl)-8-fluoro-2-((tetrahydro-1H-pyrrolizin-7a(5H)-yl)methoxy)-7-(2-(trifluoromethyl)phenyl)pyrido[4,3-d]pyrimidine bis(2,2,2-trifluoroacetate) FC(C(=O)O)(F)F.FC(C(=O)O)(F)F.[C@H]12CN(C[C@H](CC1)N2)C=2C1=C(N=C(N2)OCC23CCCN3CCC2)C(=C(N=C1)C1=C(C=CC=C1)C(F)(F)F)F